3-[2-(2-cyano-2-methylideneethyl)-1-oxo-2,3-dihydro-1H-isoindol-4-yl]-N-methylbenzamide C(#N)C(CN1C(C2=CC=CC(=C2C1)C=1C=C(C(=O)NC)C=CC1)=O)=C